C([S-])(OCCCC)=S O-butyl dithiocarbonate